((2-(2,6-dioxopiperidin-3-yl)-1,3-dioxoisoindolin-5-yl)amino)-2,2-difluorohexanoic acid O=C1NC(CCC1N1C(C2=CC=C(C=C2C1=O)NC(C(C(=O)O)(F)F)CCC)=O)=O